(R)-6-(2-((3,3-difluoro-1-methylpiperidin-4-yl)amino)-4-methoxypyrrolo[2,1-f][1,2,4]triazin-5-yl)-8-fluoro-N-methylimidazo[1,2-a]pyridine-3-carboxamide FC1(CN(CC[C@H]1NC1=NN2C(C(=N1)OC)=C(C=C2)C=2C=C(C=1N(C2)C(=CN1)C(=O)NC)F)C)F